C1(CC1)C=1C=2N(C=CC1)N=C(C2)[C@@H]2N(CCC1=C2N=CN1)C1=NC=C(C=C1)C(F)(F)F (R)-4-(4-cyclopropylpyrazolo[1,5-a]pyridin-2-yl)-5-(5-(trifluoromethyl)pyridin-2-yl)-4,5,6,7-tetrahydro-1H-imidazo[4,5-c]pyridine